1-(2-(pyrrolidin-1-yl)ethyl)-1H-indole N1(CCCC1)CCN1C=CC2=CC=CC=C12